[Mo].FC1(CN(CC[C@H]1NC1=NN2C(C(=N1)OC)=C(C=C2)C=2C=C(C1=C(N(C(=N1)C)C(C)C)C2)F)C(C)=O)F (R)-1-(3,3-difluoro-4-((5-(4-fluoro-1-isopropyl-2-methyl-1H-benzo[d]imidazol-6-yl)-4-methoxypyrrolo[2,1-f][1,2,4]triazin-2-yl)amino)piperidin-1-yl)ethan-1-one molybdenum